COC=1C=C2C=NN3C(C2=CC1OC)=NN=C3C 8,9-Dimethoxy-3-methyl-1,2,4-triazolo[3,4-a]phthalazine